N-(benzenesulfonyl)propionamide C1(=CC=CC=C1)S(=O)(=O)NC(CC)=O